NC1=NN2C(C=C(C=C2)C=2C(=C(C(=O)NCC([C@@H](C3=CC=C(C=C3)F)F)(F)F)C(=CC2)F)F)=N1 (R)-3-(2-amino-[1,2,4]triazolo[1,5-a]pyridin-7-yl)-2,6-difluoro-N-(2,2,3-trifluoro-3-(4-fluorophenyl)propyl)benzamide